C1=CC=NC2=C1C=CC1=C2NS(C2=C1C=CC=C2)(=O)=O 5H-quinolino[8,7-c][1,2]benzothiazine 6,6-dioxide